1,8-di(2-aminophenoxy)octane NC1=C(OCCCCCCCCOC2=C(C=CC=C2)N)C=CC=C1